N1N=CC(=C1)C1=CC(=C(C=C1)NC(=O)C=1C=CC=2C=C3N([C@@H](CNC3=O)C)C2N1)S(N)(=O)=O (R)-N-(4-(1H-pyrazol-4-yl)-2-sulfamoylphenyl)-9-methyl-6-oxo-6,7,8,9-tetrahydropyrido[3',2':4,5]pyrrolo[1,2-a]pyrazine-2-carboxamide